3-oxo-2,3-dihydro-1H-indene-5-carboxylic acid ethyl ester C(C)OC(=O)C=1C=C2C(CCC2=CC1)=O